COC1=C(CNCCC2=C(C=C(C(=C2)OC)I)OC)C=CC=C1 N-(2-methoxybenzyl)-2-(2,5-dimethoxy-4-iodophenyl)ethylamine